C(C)(C)(C)OC(=O)NCC1=CC=C(C=C1)CNC(COCCOCCOCC)=O 1-(4-(((tert-butoxycarbonyl)amino)methyl)phenyl)-3-oxo-5,8,11-trioxa-2-azatridecane